phenoxydifluoro-acetic acid O(C1=CC=CC=C1)C(C(=O)O)(F)F